O(C1=CC=CC=C1)C1=CC=C(C=C1)NC1=NC(=NC=C1)C(=O)N 4-((4-phenoxyphenyl)amino)pyrimidine-2-carboxamide